2-((benzyloxy)methyl)-5-methylpiperazine C(C1=CC=CC=C1)OCC1NCC(NC1)C